3-(3-Chloro-2-methoxyanilino)-2-(3-{2-[(2S)-1,4-dioxan-2-yl]ethoxy}pyridin-4-yl)-1,5,6,7-tetrahydro-4H-pyrrolo[3,2-c]pyridin-4-one ClC=1C(=C(NC2=C(NC3=C2C(NCC3)=O)C3=C(C=NC=C3)OCC[C@@H]3OCCOC3)C=CC1)OC